6-[5-((R)-1-Ethanesulfonyl-pyrrolidin-3-yloxy)-pyridin-3-yl]-7-fluoro-1-methyl-3,4-dihydro-1H-quinolin-2-one C(C)S(=O)(=O)N1C[C@@H](CC1)OC=1C=C(C=NC1)C=1C=C2CCC(N(C2=CC1F)C)=O